C(CC)SCC=1N=C2N(C=C(C=C2)C2=NOC(=N2)C(F)(F)F)C1 3-(2-((propylthio)methyl)imidazo[1,2-a]pyridin-6-yl)-5-(trifluoromethyl)-1,2,4-oxadiazole